N-methyl-3-pyrrolidineacetate CN1CC(CC1)CC(=O)[O-]